1-Butyl-3-methylimidazole C(CCC)N1CN(C=C1)C